2-(2-(2-aminoacetamido)acetamido)-3-phenylpropanamide NCC(=O)NCC(=O)NC(C(=O)N)CC1=CC=CC=C1